OC1CNCC1O 3,4-dihydroxypyrrolidine